FC1=CC(=CC=C1)C(C(F)(F)F)(C)F 4-fluoro-2-(1,1,1,2-tetrafluoropropan-2-yl)benzene